C(C)(C)(C)OC(=O)N1CC2=C(C(C1)C1=C(C=C(C=C1)OC)Br)C=C(S2)Cl.OCCOC=2C=C(C=CC2)[C@@H](C)NC(C)=O N-[(1R)-1-[3-(2-hydroxyethoxy)phenyl]ethyl]acetamide tert-Butyl-4-(2-bromo-4-methoxyphenyl)-2-chloro-4,7-dihydrothieno[2,3-c]pyridine-6(5H)-carboxylate